2-(2-(3,5-Dimethyl-4-(piperazin-1-yl)phenyl)pyridin-4-yl)-6,7-dihydro-1H-pyrrolo[3,2-c]pyridin-4(5H)-one CC=1C=C(C=C(C1N1CCNCC1)C)C1=NC=CC(=C1)C1=CC=2C(NCCC2N1)=O